1-(6-(isoindoline-2-carbonyl)spiro[3.3]hept-2-yl)-3-(4-methoxybenzyl)urea C1N(CC2=CC=CC=C12)C(=O)C1CC2(CC(C2)NC(=O)NCC2=CC=C(C=C2)OC)C1